(4-formylbenzoyl)-D-proline C(=O)C1=CC=C(C(=O)N2[C@H](CCC2)C(=O)O)C=C1